[1,1'-bis(di-t-butylphosphino)ferrocene] palladium(II) dichloride [Pd](Cl)Cl.C(C)(C)(C)P([C-]1C=CC=C1)C(C)(C)C.[C-]1(C=CC=C1)P(C(C)(C)C)C(C)(C)C.[Fe+2]